CC/C=C\\C[C@H]1[C@H](C=CC1=O)CCCCCC(=O)SCCNC(=O)CCNC(=O)[C@@H](C(C)(C)COP(=O)([O-])OP(=O)([O-])OC[C@@H]2[C@H]([C@H]([C@@H](O2)N3C=NC4=C(N=CN=C43)N)O)OP(=O)([O-])[O-])O The molecule is a fatty acyl-CoA(4) arising from deprotonation of phosphate and diphosphate functions of (9S,13S)-1a,1b-dinor-12-oxo-10,15-phytodienoyl-CoA; major species at pH 7.3. It is a conjugate base of a (9S,13S)-1a,1b-dinor-12-oxo-10,15-phytodienoyl-CoA.